C1(=CC=C(C=C1)[C@@H](C)N)C (R)-1-(p-tolyl)ethylamine